2,4-dichloro-5,7-dihydro-6H-pyrrolo[2,3-d]pyrimidin-6-one ClC=1N=C(C2=C(N1)NC(C2)=O)Cl